C1(CCCC1)[C@@H]([C@H](C)OC([C@@H](NC(=S)C1=NC=CC(=C1O)OC)C)=O)C1=CC=CC=C1 (3-hydroxy-4-methoxypyridine-2-thiocarbonyl)-L-alanine (1R,2S)-1-cyclopentyl-1-phenylpropan-2-yl ester